C(C(C)C)C1=NOC2=CC=C3C=NC(=NC3=C21)NC2=NC=C(C=C2)N2CCNCC2 9-isobutyl-N-(5-(piperazin-1-yl)pyridin-2-yl)isoxazolo[5,4-H]quinazolin-2-amine